NC1=CC=C(C=C1)C[C@H](O)[C@H](O)[C@H](O)CO 1-4-aminophenyl-1-deoxy-D-ribitol